ClC=1C=C(C(=NC1)C)N[C@@H](C)C1=CC=C(S1)C(=O)N[C@H](C(=O)NC12CC(C1)(C2)C(=O)O)CC2CCCC2 3-[(2S)-2-({5-[(1S)-1-[(5-chloro-2-methylpyridin-3-yl)amino]ethyl]thiophen-2-yl}formamido)-3-cyclopentylpropanamido]bicyclo[1.1.1]pentane-1-carboxylic acid